(2Z)-2-fluoro-3-[7-fluoro-1-(oxan-2-yl)indazol-6-yl]prop-2-enoic acid F\C(\C(=O)O)=C/C1=CC=C2C=NN(C2=C1F)C1OCCCC1